OC=1C=C(C=CC1)[C@@H]1CN(CCC1)C[C@@H]1OC2=C(OC1)C=CC=C2O (S)-3-[(R)-3-(3-hydroxy-phenyl)-piperidin-1-ylmethyl]-2,3-dihydrobenzo[1,4]dioxin-5-ol